2-(4-((2S,5R)-4-(bis(4-fluorophenyl)methyl)-2,5-diethylpiperazin-1-yl)-1H-[1,2,4]triazolo[3,4-b]purin-1-yl-2-d)-N,N-dimethylethan-1-amine FC1=CC=C(C=C1)C(N1C[C@@H](N(C[C@H]1CC)C=1C=2N=C(N(C2N2C(N1)=NN=C2)CCN(C)C)[2H])CC)C2=CC=C(C=C2)F